(1R,3S)-3-(5-((2-(((1r,3S)-3-aminocyclobutyl)methoxy)pyridin-4-yl)amino)-1-(tert-butyl)-1H-pyrazol-3-yl)cyclopentyl (4-nitrophenyl) carbonate C(O[C@H]1C[C@H](CC1)C1=NN(C(=C1)NC1=CC(=NC=C1)OCC1CC(C1)N)C(C)(C)C)(OC1=CC=C(C=C1)[N+](=O)[O-])=O